4-methyl-3-({3-[3-(4,4,5,5-tetramethyl-1,3,2-dioxaborolan-2-yl)phenyl]oxetan-3-yl}methyl)-4H-1,2,4-triazole CN1C(=NN=C1)CC1(COC1)C1=CC(=CC=C1)B1OC(C(O1)(C)C)(C)C